C(C#C)OC1=CC=C(C=C1)C=1N=C2N(C=CC=C2)C1NC1=CC=C(C(=O)OC)C=C1 methyl 4-((2-(4-(prop-2-yn-1-yloxy)phenyl)imidazo[1,2-a]pyridin-3-yl)amino)benzoate